1-[5-chloro-2-(2-hydroxyethyl)phenyl]-3-(2,6-dichloropyridin-4-yl)urea ClC=1C=CC(=C(C1)NC(=O)NC1=CC(=NC(=C1)Cl)Cl)CCO